3-(tert-butoxy)-N-(4-(2-((1-methyl-1H-pyrazol-4-yl)amino)pyrimidin-4-yl)-2-(trifluoromethyl)benzyl)azetidine-1-carboxamide C(C)(C)(C)OC1CN(C1)C(=O)NCC1=C(C=C(C=C1)C1=NC(=NC=C1)NC=1C=NN(C1)C)C(F)(F)F